6-(tert-butoxycarbonyl)-N2-methyl-L-lysine methyl ester COC([C@@H](NC)CCCC(N)C(=O)OC(C)(C)C)=O